COC1(CC=C(C(=O)O)C=C1)C(=O)O p-methoxyterephthalic acid